C(CCC)C=1C=C(CP([O-])([O-])=O)C=C(C1O)CCCC 3,5-di-butyl-4-hydroxybenzylphosphonate